FC(COC1=C(C=CC(=C1F)F)[C@H]1[C@@H](O[C@]([C@H]1C)(C(F)(F)F)C)C(=O)NC=1C=NC(=CC1)[C@H](CO)O)F (2R,3S,4S,5R)-3-(2-(2,2-difluoroethoxy)-3,4-difluorophenyl)-N-(6-((R)-1,2-dihydroxyethyl)pyridin-3-yl)-4,5-dimethyl-5-(trifluoromethyl)tetrahydrofuran-2-carboxamide